FC1=CC=C(OC2=CC(=NC=C2)C(=O)N[C@@H]2C(N(C3=C(OC2)C=CC(=C3)C#CC3(CCN(CC3)C)O)C)=O)C=C1 (S)-4-(4-Fluorophenoxy)-N-(7-((4-hydroxy-1-methylpiperidin-4-yl)ethynyl)-5-methyl-4-oxo-2,3,4,5-tetrahydrobenzo[b][1,4]oxazepin-3-yl)picolinamid